5-cyano-4-(((tetrahydro-2H-thiopyran-2-yl)methyl)amino)pyridin C(#N)C=1C(=CC=NC1)NCC1SCCCC1